C1=NC(=NC(=O)N1[C@H]2[C@@H]([C@@H]([C@H](O2)CO)O)O)N AzaCytidine